C(C)(C)(C)OC(=O)N1CC(C1)C1=NN(C2=C1C(=NC=C2)N2CC(C2)O)C2=CC=C(C=C2)OC(F)(F)F 3-[4-(3-hydroxyazetidin-1-yl)-1-[4-(trifluoromethoxy)phenyl]pyrazolo[4,3-c]pyridin-3-yl]azetidine-1-carboxylic acid tert-butyl ester